2',3-difucosyl-lactose 3-hydroxybutyl-3-hydroxybutyrate OC(CCC(C(=O)O)C(C)O)C.C1([C@@H](O)[C@H](O)[C@H](O)[C@@H](O1)C)[C@@]1([C@H](O[C@H]2[C@@]([C@H](C(O)O[C@@H]2CO)O)(O)C2[C@@H](O)[C@H](O)[C@H](O)[C@@H](O2)C)O[C@@H]([C@@H]([C@@H]1O)O)CO)O